(S)-1-indenol [C@@H]1(C=CC2=CC=CC=C12)O